(3-dimethylaminopropyl)methoxydimethylsilane CN(CCC[Si](C)(C)OC)C